3-pyridyl-6-methoxybenzothiazole N1=CC(=CC=C1)C=1SC2=C(N1)C=CC(=C2)OC